5-bromo-2-fluoro-4-iodobenzoic acid methyl ester COC(C1=C(C=C(C(=C1)Br)I)F)=O